COC1=CC=C(CN(C2=NC=C3C=C(C=NC3=C2)C2=C(N=NC(=C2)NCC2=CC=C(C=C2)OC)C)C)C=C1 N-(4-methoxybenzyl)-3-(6-((4-methoxybenzyl)amino)-3-methylpyridazin-4-yl)-N-methyl-1,6-naphthyridin-7-amine